1-cyclobutylmethylamine C1(CCC1)CN